dimethylbis[(1-oxoneodecyl)oxy]stannane CC(C)(C)CCCCCC(=O)O[Sn](C)(C)OC(=O)CCCCCC(C)(C)C